3-{4-[trans-4-Amino-3-hydroxypiperidin-1-yl]-7-chloro-3-(3-fluoro-5-methylphenyl)cinnolin-6-yl}-5-fluorobenzamid N[C@H]1[C@@H](CN(CC1)C1=C(N=NC2=CC(=C(C=C12)C=1C=C(C(=O)N)C=C(C1)F)Cl)C1=CC(=CC(=C1)C)F)O